FC=1C(=NC=CC1)C(=O)N1CC2(CC2)C[C@H]1C(=O)N[C@@H](C[C@H]1C(NCC1)=O)C(COC(F)(F)F)=O (S)-5-(3-fluoropicolinoyl)-N-((S)-3-oxo-1-((S)-2-oxopyrrolidin-3-yl)-4-(trifluoromethoxy)butan-2-yl)-5-azaspiro[2.4]heptane-6-carboxamide